bis[2-(butyldimethoxysilyl)1,3-dipropyl-1,3-propanedione] platinum (II) [Pt+2].C(CCC)[Si](C(C(=O)CCC)C(=O)CCC)(OC)OC.C(CCC)[Si](C(C(=O)CCC)C(=O)CCC)(OC)OC